5-((5-(2-((4,4-dimethylpiperidin-3-yl)methoxy)-4-fluoro-6-methoxyphenyl)-1H-pyrazol-3-yl)amino)pyrazine-2-carbonitrile CC1(C(CNCC1)COC1=C(C(=CC(=C1)F)OC)C1=CC(=NN1)NC=1N=CC(=NC1)C#N)C